N-(4-((2-(1,1-difluoroethyl)-6-methylpyrimidin-4-yl)amino)-5-(2-(dimethylamino)ethoxy)pyridin-2-yl)acetamide FC(C)(F)C1=NC(=CC(=N1)NC1=CC(=NC=C1OCCN(C)C)NC(C)=O)C